Cl.ClCC1(CSC2=NC3=CC=CC=C3C(N21)(C)C)O 3-(chloromethyl)-5,5-dimethyl-2,3-dihydro-5H-thiazolo[2,3-b]Quinazoline-3-ol hydrochloride